CN(C(=O)NC1=CC=C(C=N1)C1=CN=C2N1C=C(C=C2)C(=O)N(C)C2=CC(=C(C=C2)F)OC)C 3-[6-(dimethyl-carbamoylamino)-3-pyridyl]-N-(4-fluoro-3-methoxy-phenyl)-N-methyl-imidazo[1,2-a]pyridine-6-carboxamide